methyl 4-(benzenesulfinyl)benzoate C1(=CC=CC=C1)S(=O)C1=CC=C(C(=O)OC)C=C1